2-((1-(tert-butoxy-carbonyl)azetidin-3-yl)methyl)-1H-pyrazol-2-ium triflate [O-]S(=O)(=O)C(F)(F)F.C(C)(C)(C)OC(=O)N1CC(C1)C[N+]=1NC=CC1